S(=O)(=O)(O)OC=1C(=O)O[C@@H](C1O)[C@@H](O)CO L-ascorbic acid 2-sulfate